tert-butyl 4-[5-(2-(methoxycarbonyl)phenoxy)-2-nitropyridin-3-yl]piperazine-1-carboxylate COC(=O)C1=C(OC=2C=C(C(=NC2)[N+](=O)[O-])N2CCN(CC2)C(=O)OC(C)(C)C)C=CC=C1